ethyl 2-(3-fluoro-2-methoxy-5-(1-methoxyethyl)phenyl)acetate FC=1C(=C(C=C(C1)C(C)OC)CC(=O)OCC)OC